ClC1=C(C=C(C=C1)C1=CC=NO1)C(F)(F)F 5-(4-chloro-3-(trifluoromethyl)phenyl)isoxazol